(E)-4-((3-(4-(tert-butoxycarbonyl)piperazin-1-yl)propyl)(methyl)amino)but-2-enoic acid C(C)(C)(C)OC(=O)N1CCN(CC1)CCCN(C/C=C/C(=O)O)C